ClC=1C=C2C=NC(=NC2=CC1N1C[C@@H](N(CC1)C1(C(COC1)O)C)C)NC1=CC(=NN1C1CC1)C |o1:13| 4-((S or R)-(3S,4S) or (3R,4R)-4-(6-chloro-2-((1-cyclopropyl-3-methyl-1H-pyrazol-5-yl)amino)quinazolin-7-yl)-2-methylpiperazin-1-yl)-4-methyltetrahydrofuran-3-ol